C(C)N Mono-Ethyl-Amine